FC(C(=C(C(C(F)(F)F)F)F)F)(F)F 1,1,1,2,3,4,5,5,5-nonafluoro-2-pentene